C1=CC=CC=2C3=CC=CC=C3C(C12)COC(=O)N([C@H](C(=O)OC(C)(C)C)CC1=CC(=C(C=C1)C(F)(F)F)F)C tert-Butyl (S)-2-((((9H-fluoren-9-yl)methoxy)carbonyl)(methyl)amino)-3-(3-fluoro-4-(trifluoromethyl)phenyl)propanoate